C1(CC1)S(=O)(=O)N1N=CC(=C1)C1=NC=CC(=N1)NC1=NC=C(C(=C1)NC1CCC(CC1)(O)C)C1=NN(C(=C1)C(F)(F)F)C (1s,4s)-4-((2-((2-(1-(Cyclopropylsulfonyl)-1H-pyrazol-4-yl)pyrimidin-4-yl)amino)-5-(1-methyl-5-(trifluoromethyl)-1H-pyrazol-3-yl)pyridin-4-yl)amino)-1-methylcyclohexan-1-ol